C(C)OC(CCC1=C2CCNCC2=CC=C1)=O 3-(1,2,3,4-tetrahydroisoquinolin-5-yl)propionic acid ethyl ester